BrCC1=C(C=CC=C1C)C 2-(bromomethyl)-1,3-xylene